1-(7-(4-((3-chloro-2-fluorophenyl)amino)pyrido[3,2-d]pyrimidin-6-yl)-4,7-diazaspiro[2.5]octan-4-yl)prop-2-en-1-one ClC=1C(=C(C=CC1)NC=1C2=C(N=CN1)C=CC(=N2)N2CCN(C1(CC1)C2)C(C=C)=O)F